CC(C(N)(C)C)CCCCN trimethyl-hexane-1,6-diamine